4-chloro-1-benzenesulfonyl-1H-pyrrolo[2,3-b]pyridin-5-carbonitrile ClC1=C2C(=NC=C1C#N)N(C=C2)S(=O)(=O)C2=CC=CC=C2